bis(1,2-diethylcyclopentadienyl)titanium C(C)C1(C(=CC=C1)CC)[Ti]C1(C(=CC=C1)CC)CC